4-(2-aminothiazolo[4,5-b]pyrazin-6-yl)-3-fluorobenzonitrile NC=1SC=2C(=NC=C(N2)C2=C(C=C(C#N)C=C2)F)N1